4,4'-di[4-(di-p-tolylamino)styryl]Biphenyl C1(=CC=C(C=C1)N(C1=CC=C(C=CC2=CC=C(C=C2)C2=CC=C(C=C2)C=CC2=CC=C(C=C2)N(C2=CC=C(C=C2)C)C2=CC=C(C=C2)C)C=C1)C1=CC=C(C=C1)C)C